C1(=CCCC1)C=1C=C2C(N(C(C2=CC1)C)CC1=CC2=C(NC(O2)=O)C=C1)=O 6-((5-(cyclopent-1-en-1-yl)-1-methyl-3-oxoisoindolin-2-yl)methyl)benzo[d]oxazol-2(3H)-one